C12N(CC(C1)C2)C=2C=1N(C=NC2C=2C=NN(C2)C(C)OCC)N=C(N1)N[C@H](CF)C 8-(2-azabicyclo[2.1.1]hexan-2-yl)-7-(1-(1-ethoxyethyl)-1H-pyrazol-4-yl)-N-((S)-1-fluoropropan-2-yl)-[1,2,4]triazolo[1,5-c]pyrimidin-2-amine